BrC1=CC=C(C=C1)C[C@H](C(=O)O)[C@@H]1CN(CC1)C(=O)OC(C)(C)C (2S)-3-(4-bromophenyl)-2-[(3R)-1-t-butoxycarbonylpyrrolidin-3-yl]propionic acid